C1(CC1)COC1=CC=C(N=N1)NC([C@H](C)N1C[C@](CCC1)(C(F)(F)F)O)=O (S)-N-(6-(cyclopropylmethoxy)pyridazin-3-yl)-2-((R)-3-hydroxy-3-(trifluoromethyl)piperidin-1-yl)propanamide